CC(CCOC=1C=C(C=C(C1)F)C1=C(N=C(S1)NS(=O)(=O)C1=CC=CC=C1)C1=C(C=CC=C1C)C)(C)C N-[5-[3-(3,3-dimethylbutoxy)-5-fluorophenyl]-4-(2,6-dimethylphenyl)-1,3-thiazol-2-yl]benzenesulfonamide